10-formyl-1,4,7,10-tetraazacyclododecane-1,4,7-triacetic acid C(=O)N1CCN(CCN(CCN(CC1)CC(=O)O)CC(=O)O)CC(=O)O